BrC=1C(=C(C=NC1)C(=O)N(CC=C)CC=1N=C2N(C=C(C=C2)C)C1)I 5-bromo-4-iodo-N-({6-methylimidazo[1,2-a]pyridin-2-yl}methyl)-N-(prop-2-en-1-yl)pyridine-3-carboxamide